N-[1-[5-(difluoromethoxy)-2-pyrimidin-2-yl-1,2,4-triazol-3-yl]ethyl]-3,5-bis(trifluoromethyl)benzamide FC(OC=1N=C(N(N1)C1=NC=CC=N1)C(C)NC(C1=CC(=CC(=C1)C(F)(F)F)C(F)(F)F)=O)F